NC=1C(=C(C=C2C=C(N=CC12)NC(=O)[C@@H]1[C@@H]([C@H]1C=1C=NN(C1)C)C)C=1C=NC=C(C1C)N)F (1R,2R,3R)-N-(8-amino-6-(5-amino-4-methylpyridin-3-yl)-7-fluoroisoquinolin-3-yl)-2-methyl-3-(1-methyl-1H-pyrazol-4-yl)cyclopropane-1-carboxamide